ClC1=C(C=CC(=C1)F)[C@@H]1N=C(NC(=C1C(=O)OCC)C)C=1SC=CN1 (R)-ethyl 4-(2-chloro-4-fluorophenyl)-6-methyl-2-(thiazol-2-yl)-1,4-dihydropyrimidine-5-carboxylate